N-(4-bromo-5-methyl-2-nitrophenyl)-1,4-dioxaspiro[4.5]decan-8-amine BrC1=CC(=C(C=C1C)NC1CCC2(OCCO2)CC1)[N+](=O)[O-]